4-(1-(tert-butoxycarbonyl)-4,4-difluoropiperidin-3-yl)-2-carbamoylpyridine 1-oxide C(C)(C)(C)OC(=O)N1CC(C(CC1)(F)F)C1=CC(=[N+](C=C1)[O-])C(N)=O